1-tert-butoxy-carbonyl-azetidine-3-carboxylic acid C(C)(C)(C)OC(=O)N1CC(C1)C(=O)O